ClC=1C=C(C=CC1Cl)C(C(=C)C)O 1-(3,4-dichloro-phenyl)-2-methylallyl alcohol